O=C1N(C(C2=CC=CC=C12)=O)C1=CC=C(C=C1)C(C(=O)O)CC 2-(4-(1,3-Dioxoisoindolin-2-yl)phenyl)butyric acid